[N+](=O)([O-])C=1C(=NC=CC1)N1CCCC1 3-nitro-2-(pyrrolidin-1-yl)pyridine